FC=1C=C2C(C(=CN(C2=NC1N1C[C@H](CC1)O)C1=C(C=C(C=C1F)F)F)C(=O)O)=O 6-fluoro-7-[(3S)-3-hydroxypyrrolidin-1-yl]-4-oxo-1-(2,4,6-trifluorophenyl)-1,4-dihydro-1,8-naphthyridine-3-carboxylic acid